OCCN(C=1N=C(C2=C(N1)C(=NC(=N2)N(CCOC)CCOC)N2CCC(CC2)OC)N2CC(N(CC2)C2CC2)=O)CCO 4-(2-(bis(2-hydroxyethyl)amino)-6-(bis(2-methoxyethyl)amino)-8-(4-methoxypiperidin-1-yl)pyrimido[5,4-d]pyrimidin-4-yl)-1-cyclopropylpiperazin-2-one